sec.-pentyl bromide C(C)(CCC)Br